NC=1NC(C=2N=CN(C2N1)[C@@H]1O[C@@]([C@H]([C@@H]1O)O)(CO)CCl)=O 2-amino-9-[(2R,3S,4S,5R)-5-(chloromethyl)-3,4-dihydroxy-5-(hydroxymethyl)oxolan-2-yl]-1H-purin-6-one